7-[[(1S)-1-[4-[2-cyclopropyl-1-(4-prop-2-enylpiperazin-1-yl)ethyl]phenyl]ethyl]amino]-1-ethyl-4H-pyrimido[4,5-d][1,3]oxazin-2-one 4-hydroxybenzoate OC1=CC=C(C(=O)O)C=C1.C1(CC1)CC(N1CCN(CC1)CC=C)C1=CC=C(C=C1)[C@H](C)NC=1N=CC2=C(N(C(OC2)=O)CC)N1